C12N[C@@H](C(CC1)CC2)C(=O)N2CC(CC2)C2=CN(C1=CN=CC=C12)C1=C(C(=O)N(C(C)C)C)C=C(C=C1)F 2-(3-{1-[(3S)-2-azabicyclo[2.2.2]octane-3-carbonyl]pyrrolidin-3-yl}-1H-pyrrolo[2,3-c]pyridin-1-yl)-5-fluoro-N-methyl-N-(propan-2-yl)benzamide